6-bromo-2-naphthoic acid sodium salt [Na+].BrC=1C=C2C=CC(=CC2=CC1)C(=O)[O-]